C(C)(C)N1C(=NN=C1)C1=CC=CC(=N1)NC(N(C1=CC=C(C=C1)C=1C=NN(C1)C)C)=O 3-(6-(4-isopropyl-4H-1,2,4-triazol-3-yl)pyridin-2-yl)-1-methyl-1-(4-(1-methyl-1H-pyrazol-4-yl)phenyl)urea